O1[C@H](COC2=C1C=CC=C2)C2=CC=C(CN1CC3(CCC(N3)=O)CC1)C=C2 7-{4-[(2S)-2,3-dihydro-1,4-benzodioxin-2-yl]benzyl}-1,7-diazaspiro[4.4]nonan-2-one